[O-]CCCC.[Zr+4].[O-]CCCC.[O-]CCCC.[O-]CCCC zirconium n-Butoxide